FC1=CC=C(C=C1)C(C(=O)NN)CC (4-fluorophenyl)butanehydrazide